COC=1C=C2C(=CC=NC2=CC1OC)OC1=CC=C(C=C1)[NH-] 4-(6,7-dimethoxy-quinoline-4-yloxy)-phenyl-amide